(4-(bromomethyl)-3-(trifluoromethyl)phenyl)(methyl)sulfane BrCC1=C(C=C(C=C1)SC)C(F)(F)F